C1C(CC)(O1)O 2-epoxybutanol